N-(3-cyanocyclobutyl)-5-[2,6-dichloro-4-[6-(difluoromethyl)-3,5-dioxo-1,2,4-triazin-2-yl]phenoxy]-2-hydroxy-benzenesulfonamide C(#N)C1CC(C1)NS(=O)(=O)C1=C(C=CC(=C1)OC1=C(C=C(C=C1Cl)N1N=C(C(NC1=O)=O)C(F)F)Cl)O